N-(pyrimidin-5-yl)-2-(5-(trifluoromethyl)-1,2,4-oxadiazol-3-yl)-4,7-dihydrothieno[2,3-c]pyridine-6(5H)-carboxamide N1=CN=CC(=C1)NC(=O)N1CC2=C(CC1)C=C(S2)C2=NOC(=N2)C(F)(F)F